CCCCC/C=C\\C/C=C\\C/C=C\\[C@@H]([C@@H]1[C@@H](O1)CCCC(=O)[O-])O The molecule is a polyunsaturated fatty acid anion that is the conjugate base of (7R)-hydroxy-(5S,6S)-epoxy-(8Z,11Z,14Z)-icosatrienoic acid, obtained by deprotonation of the carboxy group; major species at pH 7.3. It is a long-chain fatty acid anion, an icosanoid anion and a hydroxy polyunsaturated fatty acid anion. It is a conjugate base of a (7R)-hydroxy-(5S,6S)-epoxy-(8Z,11Z,14Z)-icosatrienoic acid.